tert-butyl(4-(2-((1-(tetrahydro-2H-pyran-2-yl)-6-(4,4,5,5-tetramethyl-1,3,2-dioxaborolan-2-yl)-1H-benzo[d][1,2,3]triazol-4-yl)amino)ethoxy)butyl)carbamate C(C)(C)(C)OC(NCCCCOCCNC1=CC(=CC=2N(N=NC21)C2OCCCC2)B2OC(C(O2)(C)C)(C)C)=O